2,8-bis(methyl-d3)-10H-phenoxazine C(C1=CC=2NC3=CC(=CC=C3OC2C=C1)C([2H])([2H])[2H])([2H])([2H])[2H]